5-chloro-N-(5-chloro-6-(2H-1,2,3-triazol-2-yl)pyridin-3-yl)-2,4'-difluoro-2'-(hydroxymethyl)-[1,1'-biphenyl]-4-carboxamide ClC=1C(=CC(=C(C1)C1=C(C=C(C=C1)F)CO)F)C(=O)NC=1C=NC(=C(C1)Cl)N1N=CC=N1